ClC1=CC=C2CCN(C(C2=C1)C1=C(SC(=C1)C(O)C=1C(=NC=NC1)Cl)C)C(=O)OC(C)(C)C tert-Butyl 7-chloro-1-{5-[(4-chloropyrimidin-5-yl)(hydroxy)methyl]-2-methyl-3-thienyl}-3,4-dihydroisoquinoline-2(1H)-carboxylate